5-(2-{5-[(7R)-7-amino-2-azabicyclo[2.2.1]heptane-2-carbonyl]-7-methoxy-1-methyl-1H-1,3-benzodiazol-2-yl}-1-(cyclopropylmethyl)-1H-pyrrolo[2,3-b]pyridin-6-yl)-2,3-dihydro-1H-inden-2-ol N[C@H]1C2N(CC1CC2)C(=O)C2=CC1=C(N(C(=N1)C1=CC=3C(=NC(=CC3)C=3C=C4CC(CC4=CC3)O)N1CC1CC1)C)C(=C2)OC